6-fluoro-N-(4-(hydroxymethyl)tetrahydro-2H-pyran-4-yl)-5-((2-methoxypyridin-3-yl)methoxy)-2-methylbenzofuran-3-carboxamide FC1=CC2=C(C(=C(O2)C)C(=O)NC2(CCOCC2)CO)C=C1OCC=1C(=NC=CC1)OC